6-((4-chloro-2-fluorobenzyl)oxy)-5'-fluoro-[2,4'-bipyridine] ClC1=CC(=C(COC2=CC=CC(=N2)C2=CC=NC=C2F)C=C1)F